tert-butyl (3-(7-((4-(6-methyl-1,2,4,5-tetrazin-3-yl)benzyl)carbamoyl)-3-oxo-9-phenyl-1,3-dihydro-2H-pyrrolo[3,4-b]indolizin-2-yl)propyl)carbamate CC1=NN=C(N=N1)C1=CC=C(CNC(=O)C=2C=CN3C4=C(C(=C3C2)C2=CC=CC=C2)CN(C4=O)CCCNC(OC(C)(C)C)=O)C=C1